6-fluoro-N,N-dipropyl-3H-benzo[b]azepin-4-carboxamide FC1=CC=CC=2N=CCC(=CC21)C(=O)N(CCC)CCC